[Co](=O)=O.[Co+2] cobalt(II) cobalt(IV) oxide